C(C)(C)(C)OC(=O)N1N=C(C2=CC=C(C=C12)[C@@H]1C[C@@]12C(N(C1=CC=C(C=C21)OC)C(=O)OC(C)(C)C)=O)NC2=NC(=NC=C2Cl)C2CC2 tert-butyl (1R,2S)-2-[1-(tert-butoxycarbonyl)-3-[(5-chloro-2-cyclopropylpyrimidin-4-yl)amino]indazol-6-yl]-5'-methoxy-2'-oxospiro[cyclopropane-1,3'-indole]-1'-carboxylate